5-(tetramethyl-1,3,2-dioxaborolan-2-yl)-2,3-dihydro-1H-indole-1-carboxylic acid tert-butyl ester C(C)(C)(C)OC(=O)N1CCC2=CC(=CC=C12)B1OC(C(O1)(C)C)(C)C